Trihydroxypropyl-glycerol OC(CCC(O)C(O)CO)(O)O